N-(4-bromophenyl)-4-[[(2S,4R)-1-[(2S)-2-(4-cyclopropyltriazol-1-yl)-3,3-dimethyl-butanoyl]-4-hydroxy-pyrrolidine-2-carbonyl]amino]piperidine-1-carboxamide BrC1=CC=C(C=C1)NC(=O)N1CCC(CC1)NC(=O)[C@H]1N(C[C@@H](C1)O)C([C@H](C(C)(C)C)N1N=NC(=C1)C1CC1)=O